N-benzyl-N-(4-fluoro-2-isobutyrylphenyl)propiolamide C(C1=CC=CC=C1)N(C(C#C)=O)C1=C(C=C(C=C1)F)C(C(C)C)=O